N1C(OCC2C1CCNC2)=O octahydro-2H-pyrido[4,3-d][1,3]oxazin-2-one